ClC1=NC(=NC(=C1)C1=C(C=CC=C1C)C)NS(=O)(=O)C=1C=C(C(=O)N2CCN(C[C@H](C2)O)C(=O)OCC2=CC=CC=C2)C=CC1 benzyl (6S)-4-[3-[[4-chloro-6-(2,6-dimethylphenyl)pyrimidin-2-yl] sulfamoyl]benzoyl]-6-hydroxy-1,4-diazepane-1-carboxylate